C1(CCC1)SC1=NC=CC=C1C1=CC(=C(C(=C1)F)O)F 4-(2-cyclobutylsulfanyl-pyridin-3-yl)-2,6-difluoro-phenol